3-(2-(((6-(2-(7-chloroimidazo[1,5-a]pyridin-1-yl)acetamido)pyrimidin-4-yl)amino)methyl)-6-cyclopropylimidazo[1,2-a]pyridin-8-yl)propanoic acid ClC1=CC=2N(C=C1)C=NC2CC(=O)NC2=CC(=NC=N2)NCC=2N=C1N(C=C(C=C1CCC(=O)O)C1CC1)C2